(benzotriazol-1-yloxy)tripyrrolidino(pyrrolidino)phosphonium Hexafluorophosphate F[P-](F)(F)(F)(F)F.N1(N=NC2=C1C=CC=C2)OC2N(CCC2)[P+](N2CCCC2)(N2CCCC2)N2CCCC2